FC=1C(=CC(=NC1)OC)C1=CC(=NN1C1OCCCC1)C(=O)N1CCCCC1 1-(5-(5-Fluoro-2-methoxypyridin-4-yl)-1-(tetrahydro-2H-pyran-2-yl)-1H-pyrazole-3-carbonyl)piperidine